N-(3,4-Dichloro-1H-indol-7-yl)-1-(methylsulfonylmethyl)pyrazol-4-sulfonamid ClC1=CNC2=C(C=CC(=C12)Cl)NS(=O)(=O)C=1C=NN(C1)CS(=O)(=O)C